C(C)(C)[C@@H]1CC=CCC1 (4S)-4-isopropyl-1-cyclohexene